5-bromo-N-(methylsulfonyl)valeramide BrCCCCC(=O)NS(=O)(=O)C